(1R,2R)-2-fluoro-N-(6-(2-((6-((S)-1-hydroxypropyl)-4-methylpyridin-3-yl)amino)-1H-imidazol-1-yl)pyrimidin-4-yl)cyclopropane-1-carboxamide F[C@H]1[C@H](C1)C(=O)NC1=NC=NC(=C1)N1C(=NC=C1)NC=1C=NC(=CC1C)[C@H](CC)O